NC1=C2C(=NC=N1)N(N=C2C2=CC(=C(C=C2)NC(=O)NC2=CC(=NO2)C2(CC2)C(F)(F)F)C)C2CC2 1-(4-(4-amino-1-cyclopropyl-1H-pyrazolo[3,4-d]pyrimidin-3-yl)-2-methylphenyl)-3-(3-(1-(trifluoromethyl)cyclopropyl)isoxazol-5-yl)urea